3-[[4-[8-chloro-7-[(2-methyl-3H-benzimidazol-5-yl)oxy]quinoxalin-2-yl]pyrazol-1-yl]methyl]morpholine ClC=1C(=CC=C2N=CC(=NC12)C=1C=NN(C1)CC1NCCOC1)OC1=CC2=C(N=C(N2)C)C=C1